7-((4-(2-methyl-6-(methylcarbamoyl)pyridin-3-yl)piperazin-1-yl)methyl)-1,5-dihydro-4H-pyrrolo[3,2-c]quinolin-4-one CC1=NC(=CC=C1N1CCN(CC1)CC=1C=CC=2C3=C(C(NC2C1)=O)C=CN3)C(NC)=O